C(C)(C)(C)C1=NOC(=C1)NC(CC1=CC=C(C=C1)N1C=NC2=C1C=CC(=C2)C2=CC=NC=C2)=O N-(3-(tert-butyl)isoxazol-5-yl)-2-(4-(5-(pyridin-4-yl)-1H-benzo[d]imidazol-1-yl)phenyl)acetamide